S=[Se].[Sn] tin sulfur selenide